2-(2-(((4-methoxybenzo[d]thiazol-2-yl)methyl)carbamoyl)-2,3-dihydro-1H-inden-2-yl)acetic acid COC1=CC=CC2=C1N=C(S2)CNC(=O)C2(CC1=CC=CC=C1C2)CC(=O)O